OC1(CN(C1)C1=C2C(=NC=C1)N(N=C2C#N)C2=CC=C(C=C2)OC(F)(F)F)CO 4-[3-hydroxy-3-(hydroxymethyl)azetidin-1-yl]-1-[4-(trifluoromethoxy)phenyl]pyrazolo[3,4-b]pyridine-3-carbonitrile